C(C(COP(=O)([O-])[O-])O)O.[Na+].[Na+] disodium α-glycerophosphate